N1=C(C=CC=C1)C1CC(NC1)=O 4-pyridin-2-yl-pyrrolidin-2-one